O1C=2N(C=C1)C=CN2 Imidazo[2,1-b]oxazol